[Pd](Cl)Cl.C1(=CC=CC=C1)P(C1=CC=CC=C1)[C-]1C=CC=C1.[C-]1(C=CC=C1)P(C1=CC=CC=C1)C1=CC=CC=C1.[Fe+2] (bis(diphenylphosphino)ferrocene) palladium dichloride